NC=1C=C2C(=CN(C2=CC1)C1=NC(=NC=C1F)NC=1C=NN(C1)CC(C)(O)C)C 1-[4-[[4-(5-amino-3-methyl-indol-1-yl)-5-fluoro-pyrimidin-2-yl]amino]pyrazol-1-yl]-2-methyl-propan-2-ol